COC(C1=C(C=C(C(=C1)Cl)C(F)(F)F)C)=O 5-chloro-2-methyl-4-(trifluoromethyl)benzoic acid methyl ester